(R)-N-(3-(1-((2-Amino-5-(1-methyl-1H-pyrazol-4-yl)pyridin-3-yl)oxy)ethyl)phenyl)-5-isopropylnicotinamid NC1=NC=C(C=C1O[C@H](C)C=1C=C(C=CC1)NC(C1=CN=CC(=C1)C(C)C)=O)C=1C=NN(C1)C